N-methylindolizine-7-carboxamide CNC(=O)C=1C=CN2C=CC=C2C1